(difluoromethyl)-N-(2-ethyl-5-fluorobenzyl)-5-fluoro-1-methyl-1H-pyrazole-4-carboxamide FC(F)C1=NN(C(=C1C(=O)NCC1=C(C=CC(=C1)F)CC)F)C